BrC=1C=C2C=NN(C2=C(C1)C(C)C)C1OCCCC1 5-bromo-7-isopropyl-1-tetrahydropyran-2-yl-indazole